5-methyl-2-[4-methyl-6-[rac-(3aS,7aR)-6-isopropyl-3,3a,4,5,7,7a-hexahydro-2H-pyrrolo[2,3-c]pyridin-1-yl]pyridazin-3-yl]phenol CC=1C=CC(=C(C1)O)C=1N=NC(=CC1C)N1CC[C@H]2[C@@H]1CN(CC2)C(C)C |r|